ethyl 8-chloro-4-(3,5-dichlorophenyl)pyrido[3,2-d]pyrimidine-7-carboxylate ClC1=C(C=NC2=C1N=CN=C2C2=CC(=CC(=C2)Cl)Cl)C(=O)OCC